5-chloro-4-(((3R,5S)-5-methylpyrrolidin-3-yl)oxy)-N-(quinoxalin-6-ylmethyl)pyridin-3-amine ClC=1C(=C(C=NC1)NCC=1C=C2N=CC=NC2=CC1)O[C@H]1CN[C@H](C1)C